(-)-10-camphorsulfonyl chloride CC1(C2CCC1(C(=O)C2)CS(=O)(=O)Cl)C